N-phenyl-7-p-toluenesulfonyl-7H-pyrrolo[2,3-d]pyrimidin-4-amine C1(=CC=CC=C1)NC=1C2=C(N=CN1)N(C=C2)S(=O)(=O)C2=CC=C(C)C=C2